ClC=1C=C(C=CC1OC1=CC(=NC=C1)N1C[C@@H](CCC1)OC)NC1=NC=NC2=CC(=C(C=C12)NC1CCN(CC1)C(C=C)=O)OC (R)-1-(4-((4-((3-chloro-4-((2-(3-methoxypiperidin-1-yl)pyridin-4-yl)oxy)phenyl)amino)-7-methoxyquinazolin-6-yl)amino)piperidin-1-yl)prop-2-en-1-one